BrC1=CC=C(CC2=CC(N(C3=CC=CC=C23)C)=O)C=C1 4-(4-bromobenzyl)-1-methyl-quinolin-2(1H)-one